C1(=CC=CC=C1)CC(CC(C)=O)=O 1-phenylpentane-2,4-dione